(2R,5R)-N-(4-tert-butylphenyl)-1-cyano-N-[2-(cyclohexylamino)-2-oxo-1-(3-pyridyl)ethyl]-5-methyl-pyrrolidine-2-carboxamide C(C)(C)(C)C1=CC=C(C=C1)N(C(=O)[C@@H]1N([C@@H](CC1)C)C#N)C(C(=O)NC1CCCCC1)C=1C=NC=CC1